2-(2-Chloro-4,6-difluorobenzylidene)hydrazinecarboximidamide ClC1=C(C=NNC(N)=N)C(=CC(=C1)F)F